(S)-3-((3-methoxy-5-methylbenzyl)amino)-4-oxo-4,6,7,8-tetrahydropyrrolo[1,2-a]pyrazine-6-carboxylic acid COC=1C=C(CNC2=NC=C3N(C2=O)[C@@H](CC3)C(=O)O)C=C(C1)C